2-chloro-5-fluoro-4-(4-fluoro-2-methoxyphenyl)pyrimidine ClC1=NC=C(C(=N1)C1=C(C=C(C=C1)F)OC)F